NCCCCCNC(CNC=1C(=C(C(=O)NC=2SC(=CN2)C)C=CC1)C)=O ((2-((5-aminopentyl)amino)-2-oxoethyl)amino)-2-methyl-N-(5-methylthiazol-2-yl)benzamide